7-bromo-5-fluoro-2-[(oxacyclohexan-4-ylsulfanyl)methyl]-3H-quinazolin-4-one BrC1=CC(=C2C(NC(=NC2=C1)CSC1CCOCC1)=O)F